CN([C@H]1CN(CC1)C(=O)C=1C=CC2=C(C3=C(O2)C=C(C=C3)[C@@H](C(F)(F)F)N[C@H](C(=O)OCC)CC(C)(C)F)C1)C ethyl (S)-2-(((S)-1-(8-((R)-3-(dimethylamino) pyrrolidine-1-carbonyl) dibenzo[b,d]furan-3-yl)-2,2,2-trifluoroethyl) amino)-4-fluoro-4-methylpentanoate